C(#N)C1=CC=C(C=C1)C=1C=NN(C1C)C 4-(4-cyanophenyl)-1,5-dimethyl-1H-pyrazole